8-Amino-5-(3,3-difluoropropoxy)-7-(7-fluoro-1H-indazol-4-yl)-10H-pyrido[2,3-f]quinoxalin-9-one NC1=C(C2=C(C=3N=CC=NC3C(=C2)OCCC(F)F)NC1=O)C1=C2C=NNC2=C(C=C1)F